N[C@@H](CCC(=O)N[C@@H](CS(=O)\C=C\C)C(=O)O)C(=O)O L-gamma-glutamyl-3-[(1E)-1-propen-1-ylsulfinyl]-L-alanine